3-((1-(2-methyltetrahydro-2H-pyran-4-yl)-4-nitro-1H-pyrazolyl)oxy)propan-1-ol CC1OCCC(C1)N1N=C(C(=C1)[N+](=O)[O-])OCCCO